tert-butyl (S)-(4-(2-hydroxyethyl)-17-oxo-20-(2H-tetrazol-5-yl)-7,10,13-trioxa-4,16-diazaicos-1-yn-20-yl)carbamate OCCN(CC#C)CCOCCOCCOCCNC(CC[C@@H](C=1N=NNN1)NC(OC(C)(C)C)=O)=O